C[C@H]1N(C[C@@H]([C@H]([C@@H]1O)O)O)C[C@@H]1CN(CC1)C=1C=NC=C(C1)C(F)(F)F (2R,3R,4R,5S)-2-methyl-1-(((R)-1-(5-(trifluoromethyl)pyridin-3-yl)pyrrolidin-3-yl)methyl)piperidine-3,4,5-triol